9-(4-butoxyphenyl)-3,4-dihydropyrido[2,1-c][1,2,4]thiadiazine 2,2-dioxide C(CCC)OC1=CC=C(C=C1)C1=CC=CN2C1=NS(CC2)(=O)=O